4-[5-acetyl-2-(6-methoxypyrazolo[1,5-a]pyridin-3-yl)thiazol-4-yl]-1-cyclopropylpyridin-2-one C(C)(=O)C1=C(N=C(S1)C=1C=NN2C1C=CC(=C2)OC)C2=CC(N(C=C2)C2CC2)=O